BrC#CC1=CC(=C2C=CC3=C(C=C(C4=CC=C1C2=C34)C3=CC=CC=C3)C3=CC=CC=C3)C3=CC=CC=C3 1-bromo-3,6,8-triphenylethynylpyrene